FC=1C(=C(C=CC1F)[C@H]1[C@@H](O[C@]([C@H]1C)(C(F)(F)F)C)C(=O)NC=1C=NC(=NC1)[C@H](CO)O)OC (2R,3S,4S,5R)-3-(3,4-difluoro-2-methoxyphenyl)-N-(2-((R)-1,2-dihydroxyethyl)pyrimidin-5-yl)-4,5-dimethyl-5-(trifluoromethyl)tetrahydrofuran-2-carboxamide